7-(6-aminopyridin-3-yl)-2,7-diazaspiro[4.5]decan-1-one NC1=CC=C(C=N1)N1CC2(CCNC2=O)CCC1